COC(=O)C=1N(C(=C(N1)C#CC1=CC(=NC=C1)Cl)C)C1=CC(=CC=C1)Cl 1-(3-chloro-phenyl)-4-(2-chloro-pyridin-4-yl-ethynyl)-5-methyl-1H-imidazole-2-carboxylic acid methyl ester